(S)-5-(((4-(3-chloro-4-(2-chloro-3-((3-fluoro-4-((((S)-2-hydroxypropyl)amino)methyl)pyridin-2-yl)amino)phenyl)pyridin-2-yl)-2-(difluoromethoxy)benzyl)amino)methyl)pyrrolidin-2-one ClC=1C(=NC=CC1C1=C(C(=CC=C1)NC1=NC=CC(=C1F)CNC[C@H](C)O)Cl)C1=CC(=C(CNC[C@@H]2CCC(N2)=O)C=C1)OC(F)F